ClP1(OCC(CO1)(C)C)=O 2-chloro-5,5-dimethyl-1,3,2-dioxaphosphine-2-oxide